C1(CC1)C1=CC(=C(C=C1)C1=C(N=C(N=N1)N1CC[C@H]2[C@@H]1CN(CC2)C)C)OCOC (3aS,7aR)-1-(6-(4-cyclopropyl-2-(methoxymethoxy)phenyl)-5-methyl-1,2,4-triazin-3-yl)-6-methyloctahydro-1H-pyrrolo[2,3-c]pyridine